N-((2-(6-((cis)-2,6-dimethylmorpholino)pyridin-2-yl)-1,6-naphthyridin-7-yl)methyl)-3-(3-(2-hydroxyethyl)oxetan-3-yl)-4-methylbenzamide C[C@@H]1O[C@@H](CN(C1)C1=CC=CC(=N1)C1=NC2=CC(=NC=C2C=C1)CNC(C1=CC(=C(C=C1)C)C1(COC1)CCO)=O)C